NCCOC=1C=C(C=CC1)C(C1CCN(CC1)C(=O)N1C[C@@H]2[C@@H](OCC(N2)=O)CC1)C1=CC=CC=C1 (4aR,8aS)-6-[4-[[3-(2-aminoethoxy)phenyl]-phenyl-methyl]piperidine-1-carbonyl]-4,4a,5,7,8,8a-hexahydropyrido[4,3-b][1,4]oxazin-3-one